3-methoxy-N-(6-((S)-5-methyl-6,7-dihydro-5H-pyrrolo[1,2-a]imidazol-3-yl)pyridin-2-yl)-1-((S)-tetrahydrofuran-3-yl)-1H-pyrazole-4-carboxamide COC1=NN(C=C1C(=O)NC1=NC(=CC=C1)C1=CN=C2N1[C@H](CC2)C)[C@@H]2COCC2